ClC1=CC=C(C=C1)N1C2(CC(N(C2)C2=NC=CC=C2)=O)C(N(CC1=O)C(C)C)=O 6-(4-chlorophenyl)-9-isopropyl-2-(pyridin-2-yl)-2,6,9-triazaspiro[4.5]decane-3,7,10-trione